C=1N=CN2C1C=CC=C2CC(=O)O 2-(imidazo[1,5-a]pyridin-5-yl)acetic acid